6-bromo-7-methoxyimidazo[1,2-a]pyrimidine-2-carboxylic acid BrC=1C(=NC=2N(C1)C=C(N2)C(=O)O)OC